1-(3-(dimethylamino)azetidin-1-yl)isoquinoline-3-carboxylic acid CN(C1CN(C1)C1=NC(=CC2=CC=CC=C12)C(=O)O)C